C(C)(C)(C)OC(=O)N(CCOCCO)CC1=CC=C(C=C1)C1=CC=C(C=C1)C1=C(C=C2C(=N1)N=C(N2COCC[Si](C)(C)C)SC(C(=O)O)C)Cl 2-[5-[4-[4-[[tert-butoxycarbonyl-[2-(2-hydroxyethoxy)ethyl]amino]methyl]phenyl]phenyl]-6-chloro-1-(2-trimethylsilylethoxymethyl)imidazo[4,5-b]pyridin-2-yl]sulfanylpropanoic acid